CC1(OC(C(C(O1)=O)=CNC1=CC(=CC=C1)OC)=O)C 2,2-dimethyl-5-[(3-methoxyphenylamino)methylene]-1,3-dioxane-4,6-dione